C(C)(C)(C)OC(=O)N1CC2(CCN2C2=CN=C(C3=CC(=NC=C23)Cl)C(C)C)C1 1-(7-chloro-1-isopropyl-2,6-naphthyridin-4-yl)-1,6-diazaspiro[3.3]Heptane-6-carboxylic acid tert-butyl ester